N6-((1-(6-nitrobenzo[d][1,3]dioxol-5-yl)ethoxy)carbonyl)lysine [N+](=O)([O-])C=1C(=CC2=C(OCO2)C1)C(C)OC(=O)NCCCC[C@H](N)C(=O)O